ClC1=CC=C(C=C1)N1N=C(C=C1O)C(=O)O (4-chlorophenyl)-5-hydroxy-1H-pyrazole-3-carboxylic acid